methyl{phenyl} propanoate C(CC)(=O)OC1=C(C=CC=C1)C